N-((1S,2R)-2-aminocyclopentyl)carbamic acid tert-butyl ester C(C)(C)(C)OC(N[C@@H]1[C@@H](CCC1)N)=O